2,2'-{{{{{3,5-diiodo-2-{oxiran-2-ylmethoxy}phenyl}methylene}bis{2,6-diiodo-4,1-phenylene}}bis{oxy}}bis{methylene}}bis{oxirane} IC=1C(=C(C=C(C1)I)C(C1=CC(=C(C(=C1)I)OCC1OC1)I)C1=CC(=C(C(=C1)I)OCC1OC1)I)OCC1OC1